C(C=1C(C(=O)[O-])=CC=CC1)(=O)[O-].[Na+].[Na+] sodium phthalate salt